(s)-2-amino-6-(((1r,2r)-2-azidocyclopentyloxy)carbonylamino)hexanoic acid N[C@H](C(=O)O)CCCCNC(=O)O[C@H]1[C@@H](CCC1)N=[N+]=[N-]